ClC1=C(CN2N=CN=C2C(=O)N[C@H]2C=3N(C4=C(CC2)C=CC=C4)C=CN3)C(=CC=C1)Cl |r| (±)-1-(2,6-Dichlorobenzyl)-N-(5,6-dihydro-4H-benzo[f]imidazo[1,2-a]azepin-4-yl)-1H-1,2,4-triazole-5-carboxamide